silicon spiro[4.5]decane C1CCCC12CCCCC2.[Si]